2-Methyl-amino-3-[(4-fluorophenyl)carbonyl]indolizine-1-carboxamide CC=1C(=C2C=CC=C(N2C1C(=O)C1=CC=C(C=C1)F)N)C(=O)N